2,2,4-trimethyl-pentanediol CC(C(O)O)(CC(C)C)C